succinyl Chloride C(CCC(=O)Cl)(=O)Cl